CS(=O)(=O)OCC(C)C1CC1 2-cyclopropylpropyl methanesulfonate